C12CN(CC(CC1)C2C(=O)OC)C(=O)OC(C)(C)C 3-(tert-butyl) 8-methyl 3-azabicyclo[3.2.1]octane-3,8-dicarboxylate